prop-2-en-1-yl (2S)-2-[1-(7-{[(1R)-1-(2,4-dichlorophenyl)ethyl]amino}-2-methylpyrazolo[4,3-d]pyrimidin-5-yl)azetidin-3-yl]morpholine-4-carboxylate ClC1=C(C=CC(=C1)Cl)[C@@H](C)NC=1C=2C(N=C(N1)N1CC(C1)[C@H]1CN(CCO1)C(=O)OCC=C)=CN(N2)C